4-(cyanomethylene)piperidine-1-carboxylic acid tert-butyl ester C(C)(C)(C)OC(=O)N1CCC(CC1)=CC#N